ClC1=CC=CC(=N1)C(CNC(=O)C1=NN(N=C1)C1=C(C=C(C=C1)F)F)(C)C=1C=NN(C1)C N-[2-(6-chloro-2-pyridyl)-2-(1-methylpyrazol-4-yl)propyl]-2-(2,4-difluorophenyl)triazole-4-carboxamide